(Z)-3-methylpent-2-en-1,5-diol C/C(=C/CO)/CCO